FC=1C(=NC=C(C1)F)C(=O)O 3,5-difluoropyridine-2-carboxylic acid